6-[8-[[6-(2-aminopropoxy)-4-fluoro-2,3-dihydro-1H-inden-2-yl]methyl]-2-oxo-1-oxa-3,8-diazaspiro[4.5]decan-3-yl]-4H-pyrazino[2,3-b][1,4]oxazin-3-one NC(COC1=CC(=C2CC(CC2=C1)CN1CCC2(CN(C(O2)=O)C2=NC3=C(OCC(N3)=O)N=C2)CC1)F)C